C(CN(CCC(=O)O)CC(=O)O)(=O)O beta-alanine-N,N-diacetic acid